butyl (1-hydroxy-2-methylpropan-2-yl)carbamate OCC(C)(C)NC(OCCCC)=O